N7-[(2S)-1-Amino-3-methoxypropan-2-yl]-N2-[4-(4-methylpiperazin-1-yl)phenyl]-5-[2-(triisopropylsilyl)ethynyl]pyrido[2,3-d]pyrimidine-2,7-diamine NC[C@@H](COC)NC=1C=C(C2=C(N=C(N=C2)NC2=CC=C(C=C2)N2CCN(CC2)C)N1)C#C[Si](C(C)C)(C(C)C)C(C)C